FC=1C=C2/C(/C(NC2=CC1)=O)=N/NC(NC=1C=C(C=CC1)C)=S (Z)-2-(5-fluoro-2-oxoindoline-3-ylidene)-N-(m-tolyl)hydrazinecarbothioamide